benzazolen N1=CCC2=C1C=CC=C2